1-methyl(2-carboxyethyl)phosphinic acid CC(CC(=O)O)P(O)=O